3-((4-chloropyrimidin-2-yl)(methyl)amino)cyclobutan-1-ol ClC1=NC(=NC=C1)N(C1CC(C1)O)C